C1(=CC=C(C=C1)C1=NC(=NC(=N1)C1=CC=C(C=C1)C1=CC=CC=C1)C=1C=C(C=CC1)C1=CC(=CC=C1)C1=CC(=CC=C1)Br)C1=CC=CC=C1 2,4-di([1,1'-biphenyl]-4-yl)-6-(3''-bromo-[1,1':3',1''-terphenyl]-3-yl)-1,3,5-triazine